CC1=NC=CC(=C1)[C@@H]1[C@H]([C@H]2[C@@H]3C[C@@H]3[C@@H]1O2)C(=O)NC2=CC(=CC=C2)OC(F)(F)F (1S,2S,4R,5R,6R,7S)-7-(2-methylpyridin-4-yl)-N-(3-(trifluoromethoxy)phenyl)-8-oxatricyclo[3.2.1.02,4]octane-6-carboxamide